Tert-butyl (S)-(3-((1,4-dioxan-2-yl)methoxy)-1-methyl-1H-indazol-6-yl)carbamate O1[C@@H](COCC1)COC1=NN(C2=CC(=CC=C12)NC(OC(C)(C)C)=O)C